2-((4-((R)-2-(5-chloropyridin-2-yl)-4-fluoro-2-methyl-2H-chromen-8-yl)piperidin-1-yl)methyl)-1-(((S)-oxetan-2-yl)methyl)-1H-benzo[d]imidazole-6-carboxylic acid ClC=1C=CC(=NC1)[C@@]1(OC2=C(C=CC=C2C(=C1)F)C1CCN(CC1)CC1=NC2=C(N1C[C@H]1OCC1)C=C(C=C2)C(=O)O)C